C(C1=CC=CC=C1)OC=1C=C(C2=CC=CC=C2C1)C1=C(C=2N=C(N=C(C2C=N1)N1CC2CCC(C1)C2NC(OC(C)(C)C)=O)OC[C@H]2N(CCC2)C)F tert-butyl (syn-3-(7-(3-(benzyloxy)naphthalen-1-yl)-8-fluoro-2-(((S)-1-methylpyrrolidin-2-yl)methoxy)pyrido[4,3-d]pyrimidin-4-yl)-3-azabicyclo[3.2.1]octan-8-yl)carbamate